imidazo[1,2-a]Pyrazine-6-carboxylic acid phenyl ester C1(=CC=CC=C1)OC(=O)C=1N=CC=2N(C1)C=CN2